CN(C1=C2C(=NC=C1C(=O)OCC)NC(=C2)C)C ethyl 4-(dimethylamino)-2-methyl-1H-pyrrolo[2,3-b]pyridine-5-carboxylate